FC(C(=O)N(C)OC)(F)C=1C=C(C=CC1)NC(OCCCC)=O butyl (3-(1,1-difluoro-2-(methoxy(methyl)amino)-2-oxoethyl)phenyl)carbamate